4-(2,6-dichlorophenyl)piperazine ClC1=C(C(=CC=C1)Cl)N1CCNCC1